FC=1C=NC(=NC1)OC=1C=CC=C2C(=NN(C12)CCCC(F)(F)F)OCC1COCC1 7-(5-fluoropyrimidin-2-yl)oxy-3-(tetrahydrofuran-3-ylmethoxy)-1-(4,4,4-trifluorobutyl)indazole